1-(4-(3,4-dichlorophenyl)-5-(isopropylsulfanyl)thiazol-2-yl)-3-methyl-4-o-tolyl-1H-pyrazole-5-carboxylic acid ClC=1C=C(C=CC1Cl)C=1N=C(SC1SC(C)C)N1N=C(C(=C1C(=O)O)C1=C(C=CC=C1)C)C